ethyl 2-[[(methylsulfonyl) oxy] methyl]-2-propenoate CS(=O)(=O)OCC(C(=O)OCC)=C